Fmoc-3-(2-naphthyl)-D-alanine C(=O)(OCC1C2=CC=CC=C2C2=CC=CC=C12)N[C@H](CC1=CC2=CC=CC=C2C=C1)C(=O)O